2-[1-[(2,3-dichlorophenyl)methyl]-5-oxopyrrolidin-2-yl]-N-(trifluoromethylsulfonyl)acetamid ClC1=C(C=CC=C1Cl)CN1C(CCC1=O)CC(=O)NS(=O)(=O)C(F)(F)F